O=C1N(C(NC12CCN(CC2)C(=O)OC(C)(C)C)=S)C2=CC=C(C=C2)C tert-butyl 4-oxo-2-thioxo-3-(p-tolyl)-1,3,8-triazaspiro[4.5]decane-8-carboxylate